N4,6-dimethyl-N2-[7-(1-methyl-2,3,4,7-tetrahydroazepin-5-yl)-2,3-dihydrofuro[3,2-b]pyridin-5-yl]pyridine-2,4-diamine CNC1=CC(=NC(=C1)C)NC1=CC(=C2C(=N1)CCO2)C=2CCCN(CC2)C